O=C1C(=CN(C2=CC=CC=C12)C1=CC=CC=C1)C(=O)O 4-oxo-1-phenyl-1,4-dihydroquinoline-3-carboxylic acid